3-bromo-1-(methoxymethyl)-1H-1,2,4-triazol-5-amine BrC1=NN(C(=N1)N)COC